BrC=1C(=NC(=NC1)NC1=C(C=C(C(=C1)C)N1CCC(CC1)N1CCN(CC1)C)OC)NC=1C=CC2=C(CCO2)C1N(S(=O)(=O)C)C N-(5-((5-bromo-2-((2-methoxy-5-methyl-4-(4-(4-methylpiperazin-1-yl)piperidin-1-yl)phenyl)Amino)pyrimidin-4-yl)amino)-2,3-dihydrobenzofuran-4-yl)-N-methylmethanesulfonamide